allyl-pyrrole bis(trifluoromethanesulfonyl)imide salt [N-](S(=O)(=O)C(F)(F)F)S(=O)(=O)C(F)(F)F.C(C=C)C=1NC=CC1